lithium sulfur hexafluoride S(F)(F)(F)(F)(F)F.[Li]